BrC1=C(C(=C(C#N)C(=C1)F)F)NC1CCC1 4-Bromo-3-(cyclobutylamino)-2,6-difluorobenzonitrile